FC(C(=O)O)(F)F.FC(C(=O)O)(F)F.CC1=C(C(=O)NC2=C(C=C(C=C2)C=2CCNCC2)C)C=CC(=C1)C=1CCNCC1 2-methyl-N-(2-methyl-4-(1,2,3,6-tetrahydropyridin-4-yl)phenyl)-4-(1,2,3,6-tetrahydropyridin-4-yl)benzamide bistrifluoroacetic acid salt